dimethyl-4-oxo-cyclopentane CC1(CCC(C1)=O)C